propyl undecanoate, Calcium salt [Ca].C(CCCCCCCCCC)(=O)OCCC